[4-(5-tert-butyl-1,3,4-oxadiazol-2-yl)-3-fluoro-5-hydroxy-phenyl]-[4-(5-chlorooxazolo[4,5-b]pyridin-2-yl)piperazin-1-yl]methanone C(C)(C)(C)C1=NN=C(O1)C1=C(C=C(C=C1O)C(=O)N1CCN(CC1)C=1OC=2C(=NC(=CC2)Cl)N1)F